C(#N)C1(CC1)NS(=O)(=O)C=1C=CC=2N(C1)C(=NC2C=2CC1(CNC1)CC2)C=2SC(=NN2)C(F)F 6-(6-(N-(1-cyanocyclopropyl)sulfamyl)-3-(5-(difluoromethyl)-1,3,4-thiadiazol-2-yl)imidazo[1,5-a]pyridin-1-yl)-2-azaspiro[3.4]octan-6-ene